FC=1C(=CC2=C(CN(CCC2)C2=CC(=C(C(=C2)C)NC(CC(C)(C)C)=O)C)C1)OC(C(F)(F)F)C N-(4-(8-fluoro-7-((1,1,1-trifluoropropan-2-yl)oxy)-1,3,4,5-tetrahydro-2H-benzo[c]Azepine-2-yl)-2,6-dimethylphenyl)-3,3-dimethylbutanamide